(1R,5S)-3,9-Diazabicyclo[3.3.1]nonane-9-carboxylic acid tert-butyl ester C(C)(C)(C)OC(=O)N1[C@H]2CNC[C@@H]1CCC2